ClC1=NC2=CC=C(C=C2C(=C1C(=O)N[C@@H](C)C1=CC(=C(C=C1)F)OC)Cl)OC (S)-2,4-dichloro-N-(1-(4-fluoro-3-methoxyphenyl)ethyl)-6-methoxyquinoline-3-carboxamide